ClC1=C(/C=C/C2=C(C(=NN2C2=CC=CC=C2)C2=CC=CC=C2)C(=O)OCC)C=CC=C1 (E)-ethyl 5-(2-chlorostyryl)-1,3-diphenyl-1H-pyrazole-4-carboxylate